4-(5-(2,2-diethyl-4-oxochroman-6-yl)-1,2,4-oxadiazol-3-yl)-N,N-dimethylbenzene-sulfonamide C(C)C1(OC2=CC=C(C=C2C(C1)=O)C1=NC(=NO1)C1=CC=C(C=C1)S(=O)(=O)N(C)C)CC